CC1=C(C=C(C(=C1)C)NC1=NC=CC=C1[N+](=O)[O-])NC1=NC=CC=C1[N+](=O)[O-] 4,6-dimethyl-N1,N3-bis(3-nitropyridin-2-yl)benzene-1,3-diamine